N-[2-[4-(hydroxymethyl)cyclohexyl]-6-isopropoxy-1-oxo-isoindolin-5-yl]pyrazolo[1,5-a]pyrimidine-3-carboxamide OCC1CCC(CC1)N1C(C2=CC(=C(C=C2C1)NC(=O)C=1C=NN2C1N=CC=C2)OC(C)C)=O